(4aR,8aS)-6-[6-[[5-[1-(trifluoromethyl)cyclopropyl]-3-pyridyl]methyl]-2-azaspiro[3.3]heptane-2-carbonyl]-4,4a,5,7,8,8a-hexahydropyrido[4,3-b][1,4]oxazin-3-one FC(C1(CC1)C=1C=C(C=NC1)CC1CC2(CN(C2)C(=O)N2C[C@@H]3[C@@H](OCC(N3)=O)CC2)C1)(F)F